COC=1C=C(C=C(C1OC)OC)N1C([C@H]([C@@H]1C1=CC(=C(C=C1)OC)O)C)=O (3S,4R)-1-(3,4,5-trimethoxyphenyl)-4-(3-hydroxy-4-methoxyphenyl)-3-methylazetidin-2-one